C(C)(C)OC=1C=CC(=NC1)C1=NSC(=N1)NC1=NC=CC=C1N(C)C N2-(3-(5-isopropoxypyridin-2-yl)-1,2,4-thiadiazol-5-yl)-N3,N3-dimethylpyridine-2,3-diamine